sodium cetyl silicate [Si](OCCCCCCCCCCCCCCCC)([O-])([O-])[O-].[Na+].[Na+].[Na+]